FC1=CC=C(C=C1)[C@@H](C[C@@H](C(=O)NO)CCCCN(CC1=NC=CC(=C1)C)C)OC (S)-2-((R)-2-(4-fluorophenyl)-2-methoxyethyl)-N-hydroxy-6-(methyl((4-methylpyridin-2-yl)methyl)amino)hexanamide